2-(3-(aminomethyl)azetidin-1-yl)-N-(4-((2,2-difluorocyclopentyl)oxy)-3-fluorophenyl)-5-(2,2,2-trifluoroethyl)oxazole-4-carboxamide NCC1CN(C1)C=1OC(=C(N1)C(=O)NC1=CC(=C(C=C1)OC1C(CCC1)(F)F)F)CC(F)(F)F